Cl.NC1CCN(CC1)C1=C(C(=C(C(=N1)C1=CC(=C(C#N)C=C1)F)C1=CC(=C(C=C1)C)O)O)C 4-(6-(4-aminopiperidin-1-yl)-4-hydroxy-3-(3-hydroxy-4-methylphenyl)-5-methylpyridin-2-yl)-2-fluorobenzonitrile hydrochloride